C(CCCCCCCCCCC)(=O)[O-].C(CCCCCCCCCCC)(=O)[O-].C(CCCCCCC)[Sn+2]CCCCCCCC di-octyltin dilaurate